C(C)(C)(C)C1=CC=C(C=C1)C1CCN(CC1)C(=O)C1CC2(C1)NC(OC2(C)C)=O (2s,4s)-2-(4-(4-(tert-butyl)phenyl)piperidine-1-carbonyl)-8,8-dimethyl-7-oxa-5-azaspiro[3.4]octan-6-one